5-chloro-N-(3-cyano-4-fluorophenyl)-2-Fluoro-4-(trifluoromethyl)benzamide ClC=1C(=CC(=C(C(=O)NC2=CC(=C(C=C2)F)C#N)C1)F)C(F)(F)F